CC=1[C@@H](C(CCC1)(C)C)/C=C/C(C)=O |r| (+-)-(3E)-4-(2,6,6-trimethyl-2-cyclohexen-1-yl)-3-buten-2-one